alpha-nonylstyrene C(CCCCCCCC)C(=C)C1=CC=CC=C1